OCC=1N=NN(N1)C1=CC(=C(C#N)C=C1)OC 4-(5-(hydroxymethyl)-2H-tetrazol-2-yl)-2-methoxybenzonitrile